diamino-5'-(3-amino-4-carboxyphenyl)-[1,1':3',1''-terphenyl]-4,4''-dicarboxylic acid NC1=C(C(=C(C=C1C1=CC=C(C=C1)C(=O)O)C1=CC=C(C=C1)C(=O)O)N)C1=CC(=C(C=C1)C(=O)O)N